3-((S)-3-((R)-8-(1-ethyl-6-methyl-4-oxo-1,4-dihydroquinolin-3-ylsulfonyl)-1-oxa-8-azaspiro[4.5]dec-3-ylamino)-2-hydroxypropoxy)-N-methylbenzenesulfonamide C(C)N1C=C(C(C2=CC(=CC=C12)C)=O)S(=O)(=O)N1CCC2(C[C@H](CO2)NC[C@@H](COC=2C=C(C=CC2)S(=O)(=O)NC)O)CC1